N1=C(C=CC(=C1)C1=CC=2C3=CC=CC=C3C3=CC(=CC=C3C2C=C1)C=1C=CC(=NC1)C1=NC=CC=C1)C1=NC=CC=C1 2,7-di([2,2'-bipyridyl]-5-yl)triphenylene